2-(4,6-dimethylpyrazolo[1,5-a]pyrazine-2-yl)-6-(4-methylpiperazin-1-yl)quinazoline-4(3H)-one succinate C(CCC(=O)O)(=O)O.CC=1C=2N(C=C(N1)C)N=C(C2)C2=NC1=CC=C(C=C1C(N2)=O)N2CCN(CC2)C